ClC=1C2=C(C(N(C1)C)=O)C(=C(N2)C2=CC(=NC=C2)NC(CC2=CC=C(C=C2)F)=O)C2=CC=CC=C2 N-[4-(7-Chloro-5-methyl-4-oxo-3-phenyl-4,5-dihydro-1H-pyrrolo[3,2-c]pyridin-2-yl)pyridin-2-yl]-2-(4-fluorophenyl)acetamid